[4,4-diethyl-6-oxo-1-[(1R)-1-[3-[[(4R)-spiro[chromane-2,1'-cyclobutane]-4-yl]carbamoyl]phenyl]butyl]hexahydropyrimidin-2-ylidene]ammonium C(C)C1(NC(N(C(C1)=O)[C@H](CCC)C1=CC(=CC=C1)C(N[C@@H]1CC2(CCC2)OC2=CC=CC=C12)=O)=[NH2+])CC